FC1(CCN(CC1)C1=NC(=CC(=N1)NC(C1=C(C=C(C=C1)NS(=O)(=O)CCO)N1C[C@@H]2CC[C@H](C1)C21CC1)=O)C)F N-(2-(4,4-difluoropiperidin-1-yl)-6-methylpyrimidin-4-yl)-4-((2-hydroxyethyl)sulfonamido)-2-((1R,5S)-3-azaspiro[bicyclo[3.2.1]octane-8,1'-cyclopropane]-3-yl)benzamide